3-(5-(2,7-di-tert-butylanthracen-9-yl)-1H-pyrrol-2-yl)-1-(3,4-dimethoxyphenyl)-1H-pyrazole C(C)(C)(C)C1=CC2=C(C3=CC(=CC=C3C=C2C=C1)C(C)(C)C)C1=CC=C(N1)C1=NN(C=C1)C1=CC(=C(C=C1)OC)OC